tert-butyl-5-acetamido-3-[4-(1,1-difluoroethyl)thiazol-2-yl]pyrrolo[2,3-c]pyridine C(C)(C)(C)C1=C(C=2C(=CN=C(C2)NC(C)=O)N1)C=1SC=C(N1)C(C)(F)F